tert-butyl trans-3-fluoro-4-(4-(4,4,5,5-tetramethyl-1,3,2-dioxaborolan-2-yl)-1H-pyrazol-1-yl)piperidine-1-carboxylate F[C@@H]1CN(CC[C@H]1N1N=CC(=C1)B1OC(C(O1)(C)C)(C)C)C(=O)OC(C)(C)C